N1-[4-(3-Cyanophenyl)-5-(2,6-dimethyl-4-pyridyl)thiazol-2-yl]piperidin-1,4-dicarboxamid C(#N)C=1C=C(C=CC1)C=1N=C(SC1C1=CC(=NC(=C1)C)C)NC(=O)N1CCC(CC1)C(=O)N